NC1=C(C=C2CCCC2=C1)C(=O)OC Methyl 6-amino-2,3-dihydro-1H-indene-5-carboxylate